(S)-2-(7-((but-3-ynyloxy)carbonylamino)dibenzo[b,d]thiophene-3-sulfonamido)-3-methyl-butanoic acid C(CC#C)OC(=O)NC1=CC2=C(C3=C(S2)C=C(C=C3)S(=O)(=O)N[C@H](C(=O)O)C(C)C)C=C1